naphthalen-2-ol trifluoroacetate salt FC(C(=O)O)(F)F.C1=C(C=CC2=CC=CC=C12)O